C[N+](C)(C)CC N,N,N-trimethylethylammonium